tert-butyl (S)-4-bromo-2-((S)-1-((tert-butoxycarbonyl) amino) but-3-en-1-yl)-5-chloro-6-fluoro-2-phenylindoline-1-carboxylate BrC1=C2C[C@](N(C2=CC(=C1Cl)F)C(=O)OC(C)(C)C)(C1=CC=CC=C1)[C@H](CC=C)NC(=O)OC(C)(C)C